methyl 6-[4-[(1-tert-butoxycarbonyl-4-piperidyl)methyl]piperazin-1-yl]pyridazine-3-carboxylate C(C)(C)(C)OC(=O)N1CCC(CC1)CN1CCN(CC1)C1=CC=C(N=N1)C(=O)OC